N[C@H](C(=O)O)CSS[C@@H](CCC1=CC=CC=C1)[C@H](CCS(=O)(=O)O)N (2R)-2-amino-3-{[(3S,4S)-4-amino-1-phenyl-6-sulfohexan-3-yl]disulfanyl}propanoic acid